2-(2-chloro-4-(1-(quinolin-5-yl)-5-(trifluoromethyl)-1H-pyrazole-4-carboxamido)phenyl)-2H-1,2,3-triazole-4-carboxylic acid methyl ester COC(=O)C1=NN(N=C1)C1=C(C=C(C=C1)NC(=O)C=1C=NN(C1C(F)(F)F)C1=C2C=CC=NC2=CC=C1)Cl